C(C(C(F)(F)F)(O)F)(F)F hexafluoropropan-2-ol